[C@@H](C)(CC)N1N=CC=2N=C(N=C(C21)N[C@H](C)C=2C=NC1=CC=CC=C1C2)N2CCN(CC2)C(C)=O 1-{4-[1-((R)-sec-Butyl)-7-((R)-1-quinolin-3-yl-ethylamino)-1H-pyrazolo[4,3-d]pyrimidin-5-yl]-piperazin-1-yl}-ethanon